5-bromo-4-tert-butyl-3-methyl-2-hydroxybenzaldehyde BrC=1C(=C(C(=C(C=O)C1)O)C)C(C)(C)C